NC1=NC(=NC(=C1N(C(OC)=O)C)N)C1=NN(C2=C(C=CC=C12)F)CC1=C(C=CC=C1)F methyl (4,6-diamino-2-(7-fluoro-1-(2-fluorobenzyl)-1H-indazol-3-yl)pyrimidin-5-yl)(methyl)carbamate